pyran-2-carbaldehyde O1C(C=CC=C1)C=O